2-Chloroethyl (5-(7-fluoro-4-oxo-3,4-dihydrophthalazin-1-yl)-1H-benzimidazol-2-yl)carbamate FC1=CC=C2C(NN=C(C2=C1)C1=CC2=C(NC(=N2)NC(OCCCl)=O)C=C1)=O